3,6-difluoro-2-methoxy-4-[(1H-pyrazol-1-yl)methyl]Benzonitrile FC=1C(=C(C#N)C(=CC1CN1N=CC=C1)F)OC